S1C(=S)N(C(=O)C1)C[O-] rhodaninemethanolate